3-(difluoromethoxy)-4-fluoro-1H-pyrazole FC(OC1=NNC=C1F)F